C(C)N1CC2(OC3(CC3)C1=O)CCN(CC2)CC(C)C 12-Ethyl-8-isobutyl-4-oxa-8,12-diazadispiro[2.1.5.3]tridecan-13-on